OC(C)C=1C=C(NC1)C(=O)N1C[C@H](CC1)C(=O)NC1=CC(=C(C(=C1)F)F)F (3S)-1-(4-(1-hydroxyethyl)-1H-pyrrole-2-carbonyl)-N-(3,4,5-trifluorophenyl)pyrrolidine-3-carboxamide